COC=1C=C2C(N(C=3C4=C(C=CC3C2=CC1OC)C=C1C(=C4)OCO1)CCCN1CCCCC1)=O 2,3-Dimethoxy-12-(3-(piperidin-1-yl)propyl)-[1,3]dioxolo[4',5':4,5]benzo[1,2-c]phenanthridin-13(12H)-one